bis(2,2-dimethyl-3-acetoxypropylidene)-4,4'-methylene-bis(cyclohexylamine) CC(C=NC1CCC(CC1)CC1CCC(CC1)N=CC(COC(C)=O)(C)C)(COC(C)=O)C